ClC=1C(=CC=C2N=CC(=NC12)C=1C=NN(C1)C1CCC(CC1)(F)F)OC=1C=CC2=C(N(C(=N2)C)COCC[Si](C)(C)C)C1 8-Chloro-2-(1-(4,4-difluorocyclohexyl)-1H-pyrazol-4-yl)-7-((2-methyl-1-((2-(trimethylsilyl)ethoxy)methyl)-1H-benzo[d]imidazol-6-yl)oxy)quinoxaline